C(C)N1N=C(C=C1C(=O)NC1CCC(CC1)NC1=CC=CC=2N1C=C(N2)C(F)(F)F)CC 1,3-diethyl-N-[(1s,4s)-4-{[2-(trifluoromethyl)imidazo[1,2-a]pyridin-5-yl]amino}cyclohexyl]-1H-pyrazole-5-carboxamide